ClC1=CC=C(C=C1)CC(=O)N1CCC2(CC1)C(NC1=CC=C(C=C12)C(=O)OC)=O Methyl 1'-(2-(4-chlorophenyl)acetyl)-2-oxospiro[indoline-3,4'-piperidine]-5-carboxylate